ClC=1C=C2C=C(NC2=CC1)CNC(N(C)[C@H]1CN(CCC1)C(=O)C=1C=NOC1)=O (R)-3-((5-chloro-1H-indol-2-yl)methyl)-1-(1-(isoxazole-4-carbonyl)piperidin-3-yl)-1-methylurea